FC(C(C(C(C(C(C(F)(F)F)(F)F)(F)F)(F)F)(F)F)(F)F)(S(=O)(=O)O)F Perfluoroheptyl-sulfonic acid